N,N'-diphenyloxalic acid diamide C1(=CC=CC=C1)NC(C(=O)NC1=CC=CC=C1)=O